ClC1=C(C=C(C(=C1)[N+](=O)[O-])F)Cl 1,2-dichloro-4-fluoro-5-nitrobenzene